3,6-dichlorobenzoic acid ClC=1C=C(C(=O)O)C(=CC1)Cl